C(C)(=O)N1C=C2C=C(C=C(C2=C1)C=O)Cl 2-acetyl-6-chloroisoindole-4-carbaldehyde